ethoxymethyl-α-allyloxymethylacrylate C(C)OCOC(C(=C)COCC=C)=O